FC(C1(CCC1)N1C(SC(=C1)COC=1C=CC2=C(C=C(O2)C)C1)C)F N-(1-(Difluoromethyl)cyclobutyl)-2-methyl-5-((2-methylthiazol-5-yl)methoxy)benzofuran